CN(CCN(C1=C(C=C(C(=C1)OC)NC1=NC=NC(=C1)N1OCC[C@@H]1CC1=CC(=CC=C1)F)NC(C=C)=O)C)C N-(2-((2-(dimethylamino)ethyl)(methyl)-amino)-5-((6-((S)-3-(3-fluorobenzyl)-isoxazolidine-2-yl)pyrimidine-4-yl)amino)-4-methoxyphenyl)acrylamide